1,2-Dibutylpyrrolidinium methanesulfonate CS(=O)(=O)[O-].C(CCC)[NH+]1C(CCC1)CCCC